NC1=C(C(=NC=N1)NC(C)C1=NC2=CC=CC(=C2C(N1)=O)Cl)C=1OC(=NN1)C 2-(1-((6-amino-5-(5-methyl-1,3,4-oxadiazol-2-yl)pyrimidin-4-yl)amino)ethyl)-5-chloro-4-oxoquinazolin